C(=CC1=CC=CC=C1)C1CC1 2-styrylcyclopropane